4-[[(2R,3R,4S,5S)-3-(3,4-Difluoro-2-hydroxy-phenyl)-4,5-dimethyl-5-(trifluoromethyl)tetrahydrofuran-2-carbonyl]amino]-1-oxido-pyridin-1-ium-2-carboxamid FC=1C(=C(C=CC1F)[C@@H]1[C@@H](O[C@@]([C@H]1C)(C(F)(F)F)C)C(=O)NC1=CC(=[N+](C=C1)[O-])C(=O)N)O